BrCC1CCC(CC1)C(=O)N1OCC[C@H]1C=1C=C(C#N)C=C(C1)F 3-[(3S)-2-trans-[4-(bromomethyl)cyclohexanecarbonyl]isoxazolidin-3-yl]-5-fluoro-benzonitrile